O1COC=2C1=CC=1CN(C3(C1C2)CCC2(CC3)OC=CO2)C[C@H](CO)C (2R)-3-(2''H-dispiro[[1,3]dioxol-2,1'-cyclohexane-4',5''-[1,3]dioxolo[4,5-f]isoindol]-6''(7''H)-yl)-2-methylpropan-1-ol